methyl 4-(1H-imidazol-2-yl)benzoate N1C(=NC=C1)C1=CC=C(C(=O)OC)C=C1